N[C@H]1CN(CC1)C1=CC=C(C=C1)C1=CC(=CC=C1)C(=O)N[C@@H](C=1NC2=CC=CC=C2C1)C1=C(C=CC(=C1)F)O 4'-((R)-3-Aminopyrrolidin-1-yl)-N-((R)-(5-fluoro-2-hydroxyphenyl)(1H-indol-2-yl)methyl)-[1,1'-biphenyl]-3-carboxamide